C([C@@H](C(=O)[O-])[NH3+])C(C(=O)[O-])C(=O)[O-] The molecule is a tricarboxylic acid dianion that is obtained from gamma-carboxy-L-glutamic acid by removal of a proton from each of the carboxy groups and protonation of the amino group; the resulting entity has an overall charge of 2-. It is an ammonium ion derivative and a tricarboxylic acid dianion. It is a conjugate base of a gamma-carboxy-L-glutamic acid zwitterion. It is a conjugate acid of a gamma-carboxy-L-glutamate(3-).